3-FLUORO-5-METHOXYPICOLINALDEHYDE FC=1C(=NC=C(C1)OC)C=O